3-methyl-3-oxetanylmethyldifluoro-phosphite CC1(COC1)COP(F)F